N2,N3-bis(4-fluorophenyl)-6-nitroquinoxaline-2,3-diamine FC1=CC=C(C=C1)NC1=NC2=CC=C(C=C2N=C1NC1=CC=C(C=C1)F)[N+](=O)[O-]